3α-hydroxycholanate O[C@H]1CC2CC[C@H]3[C@@H]4CC[C@H]([C@@H](CCC(=O)[O-])C)[C@]4(CC[C@@H]3[C@]2(CC1)C)C